ClCC1=NC=2C(=NC(=CC2)C(=O)OC)N1CC1(CC1)CC#N methyl 2-(chloromethyl)-3-((1-(cyanomethyl) cyclopropyl) methyl)-3H-imidazo[4,5-b]pyridine-5-carboxylate